9,10-dimethoxy-3-(2-methylpropyl)-2,3,4,6,7,11b-hexahydro-1H-benzo[a]quinolizin-2-ol COC1=CC2=C(C3CC(C(CN3CC2)CC(C)C)O)C=C1OC